C(C)(C)(C)NC1CN(CC1)C=1N=NC(=CN1)C1=C(C=C(C=C1)C1=CC(C(C=N1)C)=O)O 6-(4-{3-[3-(tert-butylamino)pyrrolidin-1-yl]-1,2,4-triazin-6-yl}-3-hydroxyphenyl)-3-methylpyridin-4(3H)-one